OC1=C(C(N(C=C1C)C)=O)NC(N[C@@H](CC(=O)OCC)C1=CC(=CC=C1)CC1=CC(=CC=C1)C)=O ethyl (S)-3-(3-(4-hydroxy-1,5-dimethyl-2-oxo-1,2-dihydropyridin-3-yl)ureido)-3-(3-(3-methylbenzyl) phenyl)propanoate